C(C)(=O)N(C1=C(C(=O)OC)C=C(C=C1)C1=NC=C(C=C1)C(NCC=1C(=NC=CC1)C)=O)C methyl 2-[acetyl (methyl) amino]-5-[5-[(2-methyl-3-pyridyl) methylcarbamoyl]-2-pyridyl]-benzoate